C(=O)C1=CN=C(S1)N1N=CN=C1[C@H](C)NC(OC(C)(C)C)=O tert-butyl N-[(1S)-1-[2-(5-formylthiazol-2-yl)-1,2,4-triazol-3-yl]ethyl]carbamate